(S)-N-(3-(3-chloro-2-(3-methyl-4-((((5-oxopyrrolidin-2-yl)methyl)amino)methyl)phenyl)pyridin-4-yl)-2-methylphenyl)-5-(((2-hydroxyethyl)amino)methyl)picolinamide ClC=1C(=NC=CC1C=1C(=C(C=CC1)NC(C1=NC=C(C=C1)CNCCO)=O)C)C1=CC(=C(C=C1)CNC[C@H]1NC(CC1)=O)C